3-(5-(2-(2H-1,2,3-triazol-2-yl)acetyl)-2-isopropoxyphenyl)-5-fluoro-2-((4-(2-(4-(trifluoromethyl)phenoxy)acetyl)piperazin-1-yl)methyl)quinazolin-4(3H)-one N=1N(N=CC1)CC(=O)C=1C=CC(=C(C1)N1C(=NC2=CC=CC(=C2C1=O)F)CN1CCN(CC1)C(COC1=CC=C(C=C1)C(F)(F)F)=O)OC(C)C